(S)-3-hydroxy-4-methoxy-N-(1-(1-methyl-3-phenyl-1H-1,2,4-triazol-5-yl)ethyl)picolinamide OC=1C(=NC=CC1OC)C(=O)N[C@@H](C)C1=NC(=NN1C)C1=CC=CC=C1